(2s,4s)-8-(4-cyano-2-fluorophenyl)-N-(3,3-difluorocyclobutyl)-6,9-dioxo-5-(4-(trifluoromethyl)benzyl)-5,8-diazaspiro[3.5]nonane-2-carboxamide C(#N)C1=CC(=C(C=C1)N1CC(N(C2(CC(C2)C(=O)NC2CC(C2)(F)F)C1=O)CC1=CC=C(C=C1)C(F)(F)F)=O)F